C(C)(C)(C)OC(=O)NC(C(=O)OC)CC=1C(NC=2CCC(CC2C1)(C)C)=O Methyl 2-((tert-butoxycarbonyl)amino)-3-(6,6-dimethyl-2-oxo-1,2,5,6,7,8-hexahydroquinolin-3-yl)propanoate